1H-pyrrole-carboxamide N1C(=CC=C1)C(=O)N